C(#N)[C@H](C[C@H]1C(NCCC1)=O)NC(=O)[C@@H]1N(C[C@@H]2[C@H]1CC(C2)(F)F)C(=O)C=2NC1=C(C(=CC(=C1C2)F)C)F (1R,3aS,6aR)-N-((S)-1-cyano-2-((S)-2-oxopiperidin-3-yl)ethyl)-2-(4,7-difluoro-6-methyl-1H-indole-2-carbonyl)-5,5-difluorooctahydrocyclopenta[c]pyrrole-1-carboxamide